COC(CC1=CC(=C(C=C1)OC)F)=O (3-fluoro-4-methoxyphenyl)acetic acid methyl ester